4-(5-cyano-2-methoxyphenyl)-6-methyl-N-(6-(tetrahydro-2H-pyran-4-yl)thiazolo[4,5-b]pyrazin-2-yl)nicotinamide C(#N)C=1C=CC(=C(C1)C1=CC(=NC=C1C(=O)NC=1SC=2C(=NC=C(N2)C2CCOCC2)N1)C)OC